OC[C@H]1O[C@H]([C@@H]([C@H]([C@@H]1O)O)O)OCC(C)(C)C1=CC=C(C=C1)OC (2R,3S,4S,5R,6R)-2-(hydroxymethyl)-6-(2-(4-methoxyphenyl)-2-methylpropoxy)tetrahydro-2H-pyran-3,4,5-triol